7-phenylethylamino-4H-pyrimido[4,5-D][1,3]oxazin-2-one C1(=CC=CC=C1)CCNC=1N=CC2=C(NC(OC2)=O)N1